C(CCCCCCC)C1C2C=CC(C1)C2 5-octylbicyclo-[2.2.1]hept-2-ene